2-(4,5-dichloro-2-methyl-3,6-dioxo-pyridazin-1-yl)-N-[4-methyl-3-[2-(2-pyridyl)ethylsulfamoyl]phenyl]acetamide ClC=1C(N(N(C(C1Cl)=O)CC(=O)NC1=CC(=C(C=C1)C)S(NCCC1=NC=CC=C1)(=O)=O)C)=O